1-amino-3-bromo-5-(4-methoxybenzyloxy)pyridin-1-ium N[N+]1=CC(=CC(=C1)OCC1=CC=C(C=C1)OC)Br